ClC=1C=C(C=CC1F)NC1=NC=NC2=CC(=C(C=C12)OC1COCCC1)OC 4-[(3-chloro-4-fluorophenyl)amino]-6-(tetrahydropyran-3-yloxy)-7-methoxy-quinazoline